FC(C(=O)O)(F)F.FC(C(=O)O)(F)F.CC1(CCO1)NCC1CN(CC1)C=1N=NC(=CN1)C1=C(C=C(C=C1)C=1C=NNC1)O 2-[3-(3-{[(4-methyl-oxetan-4-yl)amino]methyl}pyrrolidin-1-yl)-1,2,4-triazin-6-yl]-5-(1H-pyrazol-4-yl)phenol bistrifluoroacetate